O=C(C(=O)OCCCCC)C(C(=O)OCCCCC)=O dipentyl 2,3-dioxosuccinate